C(=C)[C@@H]1[C@H](COC1)NC(OC(C)(C)C)=O |r| (rac)-tert-butyl ((3R,4R)-4-vinyltetrahydrofuran-3-yl)carbamate